Ethyl 2-(2-(cyclopropylmethoxy) ethyl)-2,3-dihydropyrazolo[5,1-b]oxazole-6-carboxylate C1(CC1)COCCC1CN2C(O1)=CC(=N2)C(=O)OCC